C1=CC=C(C(=C1)C(=O)NCC(=O)O[C@H]2[C@@H]([C@H]([C@@H]([C@H](O2)C(=O)[O-])O)O)O)O The molecule is a carbohydrate acid derivative anion that is the conjugate base of salicyluric beta-D-glucuronide, obtained by deprotonation of the carboxy group; major species at pH 7.3. It is a conjugate base of a salicyluric beta-D-glucuronide.